N-((4-[5-(trifluoromethyl)-1,2,4-oxadiazol-3-yl]phenyl)methyl)propanamide FC(C1=NC(=NO1)C1=CC=C(C=C1)CNC(CC)=O)(F)F